ClC1=CC=C(C(C2=CC=C(C=C2)Cl)O)C=C1 4,4'-dichlorobenzhydrol